CCCCCCCCCCCCCCCCCCCCCCCCC=C hexacosene